COC1=CC=C(C=C1)C(OC[C@@]1(CN(C[C@@H](O1)N1C(NC(C=C1)=O)=O)C(C)C)COP(OCCC#N)N(C(C)C)C(C)C)(C1=CC=CC=C1)C1=CC=C(C=C1)OC 3-[[(2S,6R)-2-[[bis(4-methoxyphenyl)-phenyl-methoxy]methyl]-6-(2,4-dioxopyrimidin-1-yl)-4-isopropyl-morpholin-2-yl]methoxy-(diisopropylamino)phosphanyl]oxypropanenitrile